1-N-[4-[7-(2-Aminopyridin-4-yl)quinolin-4-yl]oxyphenyl]-1-N'-(4-fluorophenyl)cyclopropane-1,1-dicarboxamide hydrochloride Cl.NC1=NC=CC(=C1)C1=CC=C2C(=CC=NC2=C1)OC1=CC=C(C=C1)NC(=O)C1(CC1)C(=O)NC1=CC=C(C=C1)F